ClC1=CC=C(C=C1)CN1C([C@H](CSC2=C1C=C(C(=C2)F)C=2OC=C(N2)CC)NC(OC(C)(C)C)=O)=O tert-butyl N-[(3R)-5-[(4-chlorophenyl)methyl]-7-(4-ethyloxazol-2-yl)-8-fluoro-4-oxo-2,3-dihydro-1,5-benzothiazepin-3-yl]carbamate